C(#N)C1(CCOC2=C1C=CC=C2)C#N 4,4-dicyano-2H-benzopyran